ClC=1C2=C(N=CN1)N(C=C2I)CC=2C=NN(C2)C2=C(C=CC=C2)F 4-chloro-7-((1-(2-fluorophenyl)-1H-pyrazol-4-yl)Methyl)-5-iodo-7H-pyrrolo[2,3-d]Pyrimidine